PN=[N+]=[N-] phosphino azide